4-(1-(tert-butoxycarbonyl)azetidin-3-yl)phthalic acid C(C)(C)(C)OC(=O)N1CC(C1)C=1C=C(C(C(=O)O)=CC1)C(=O)O